C(C)C1=NC=CC=C1 ethylpyridin